FC1=CC=C(C=C1)C1=NN(C[C@@H]1C1=CC=CC=C1)C(NCCS(N)(=O)=O)=NS(=O)(=O)C=1C=NC=CC1 (S)-3-(4-fluorophenyl)-4-phenyl-N'-(pyridin-3-ylsulfonyl)-N-(2-sulfamoylethyl)-4,5-dihydro-1H-pyrazole-1-carboximidamide